octyl-(phenyl)-N,N-diisobutylamine C(CCCCCCC)C(C(C)C)N(CC(C)C)C1=CC=CC=C1